N[C@H]1[C@@H](CN(CC1)C1=C(C=NC2=CC=C(C=C12)C=1C(=C(C#N)C=CC1)O)C1=CC(=CC(=C1)F)F)OCCOC 3-{4-[trans-4-amino-3-(2-methoxyethoxy)piperidin-1-yl]-3-(3,5-difluorophenyl)quinolin-6-yl}-2-hydroxybenzonitrile